N1=CC=C(C=C1)S(=O)C1=CC=NC=C1 (4-pyridyl) sulfoxide